BrC1=C(C=C(C(=O)N2CC=3N(CC2)C(N(C3C(=O)NCC3=CC=C(C=C3)OC(F)(F)F)C3=CC=C(C=C3)OC)=O)C=C1)Cl 7-(4-bromo-3-chloro-benzoyl)-2-(4-methoxyphenyl)-3-oxo-N-[[4-(trifluoromethoxy)phenyl]methyl]-6,8-dihydro-5H-imidazo[1,5-a]pyrazine-1-carboxamide